O=C1NC(CCC1C1=NN(C2=CC(=CC=C12)N1C[C@@H]([C@H](CC1)N(C(OC(C)(C)C)=O)C)C)C)=O tert-butyl N-[(3S,4S)-1-[3-(2,6-dioxo-3-piperidyl)-1-methyl-indazol-6-yl]-3-methyl-4-piperidyl]-N-methyl-carbamate